COC=1C=CC=2C3=C(C=NC2N1)N=CN3[C@H](C)C3=CC=C(C=C3)S(=O)(=O)N (R)-4-(1-(7-methoxy-1H-imidazo[4,5-c][1,8]naphthyridin-1-yl)ethyl)benzenesulfonamide